1'-[2-({2-methyl-1-[(cis)-3-hydroxy-3-methylcyclobutyl]-7-(trifluoromethyl)-1H-1,3-benzodiazol-5-yl}oxy)ethyl]-2-oxo-1,2-dihydrospiro[indole-3,4'-piperidine]-5-carbonitrile CC1=NC2=C(N1C1CC(C1)(C)O)C(=CC(=C2)OCCN2CCC1(CC2)C(NC2=CC=C(C=C21)C#N)=O)C(F)(F)F